(R)-2-(3-((1-cyclopropylpiperidin-3-yl)amino)-1,2,4-triazin-6-yl)-3,5-dimethylphenol C1(CC1)N1C[C@@H](CCC1)NC=1N=NC(=CN1)C1=C(C=C(C=C1C)C)O